ClC1=C(C=CC(=C1)[N+](=O)[O-])CCOCCN(S(=O)(=O)C1=CC=C(C=C1)C)C N-{2-[2-(2-chloro-4-nitrophenyl)ethoxy]ethyl}-N,4-dimethylbenzenesulfonamide